C(C)S(=O)(=O)NC=1C(=C(C=CC1)CC1=CC(=C(N(C1=O)C)NC1=C(C=C(C=C1)I)F)C(=O)NOC(C)(C)C)F 5-[[3-(ethylsulfonylamino)-2-fluorophenyl]methyl]-2-(2-fluoro-4-iodoanilino)-1-methyl-N-[(2-methylpropan-2-yl)oxy]-6-oxopyridine-3-carboxamide